CC(CC)C=1C=C2C(=C(C(N(C2=CC1)C)=O)C#N)N1CCC(CC1)(C=1OC2=C(N1)C=C(C=C2)C)C 6-(butan-2-yl)-1-methyl-4-[4-methyl-4-(5-methyl-1,3-benzoxazol-2-yl)piperidin-1-yl]-2-oxo-1,2-dihydroquinoline-3-carbonitrile